2-[4-[4-(aminomethyl)-1-oxo-2H-phthalazin-6-yl]-2-methyl-pyrazol-3-yl]-7-(methoxymethyl)benzothiophene-3-carbonitrile hydrochloride Cl.NCC1=NNC(C2=CC=C(C=C12)C1=C(N(N=C1)C)C=1SC2=C(C1C#N)C=CC=C2COC)=O